2-{[(1R)-1-phenylethyl]amino}-N-[(1R)-1-phenylethyl]acetamide C1(=CC=CC=C1)[C@@H](C)NCC(=O)N[C@H](C)C1=CC=CC=C1